3-[[(3-cyclopropyl-1-[[2-(trimethylsilyl)ethoxy]methyl]pyrazolo[3,4-b]pyridin-5-yl)oxy]methyl]-2,4-difluoroaniline C1(CC1)C1=NN(C2=NC=C(C=C21)OCC=2C(=C(N)C=CC2F)F)COCC[Si](C)(C)C